N[C@](CCC1=CC=C(N1C)C(CCCC1=CC=C(C=C1)C)=O)(CO)C 1-[5-[(3R)-3-amino-4-hydroxy-3-methylbutyl]-1-methyl-1H-pyrrol-2-yl]-4-(4-methylphenyl)-1-butanone